1,1'-(Oxybis(ethane-2,1-diyl))bis(pyrrolidin-2-on) O(CCN1C(CCC1)=O)CCN1C(CCC1)=O